BrC=1C=C(C=C2C(C=C(OC12)N1C[C@H](OCC1)CO)=O)C(=O)OC methyl 8-bromo-2-[(2S)-2-(hydroxymethyl)morpholin-4-yl]-4-oxo-chromene-6-carboxylate